1-(4-amino-5-methoxy-2-(1-methyl-1H-pyrazol-4-yl)phenyl)-N,N-dimethylpiperidin-4-amine NC1=CC(=C(C=C1OC)N1CCC(CC1)N(C)C)C=1C=NN(C1)C